C=CC=CCCCCCCCCCC (11R)-Tetradecadien